methyl 7-bromopyrrolo[1,2-a]pyrazine-3-carboxylate BrC=1C=C2N(C=C(N=C2)C(=O)OC)C1